C(C)(C)C=1C(=NNC1C=1C=C(C=2N(C1)N=CN2)C)C=2C=CC(=NC2)CNC 1-(5-(4-isopropyl-5-(8-methyl-[1,2,4]triazolo[1,5-a]pyridin-6-yl)-1H-pyrazol-3-yl)pyridin-2-yl)-N-methylmethanamine